COC(=O)[C@H]1N(C[C@H](C1)OC1=NC=CC(=N1)Cl)C(=O)OCC1=CC=CC=C1 (2S,4S)-4-(4-chloropyrimidin-2-yl)oxypyrrolidine-1,2-dicarboxylic acid O1-benzyl O2-methyl ester